2-[4-[tert-butoxycarbonyl-[2-[tert-butoxycarbonyl(2-pyridyl)amino]ethyl]amino]cyclohexyl]acetic acid C(C)(C)(C)OC(=O)N(C1CCC(CC1)CC(=O)O)CCN(C1=NC=CC=C1)C(=O)OC(C)(C)C